OC(C)(C)C1[C@H]2CC[C@@H](CN1)N2C(=O)OC(C)(C)C tert-Butyl (1R,5S)-2-(2-hydroxypropan-2-yl)-3,8-diazabicyclo[3.2.1]octane-8-carboxylate